COC1=CC=C(C=N1)C1=CC2=C(N=CN=C2C)NC1=O 6-(6-methoxy-3-pyridyl)-4-methyl-pyrido[2,3-d]Pyrimidin-7(8H)-one